COC=1C=C(CN(C=2OC=C(N2)COCCOCC2=CC(=CC=C2)OC)CC2=CC=C(C=C2)N2CCOCC2)C=CC1 N-(3-methoxybenzyl)-4-((2-(3-methoxybenzyloxy)ethoxy)methyl)-N-(4-morpholinobenzyl)oxazol-2-amine